BrC1=C(C2=C(N(C(N2C)=O)C2C(N(C(CC2)=O)CC2=CC=C(C=C2)OC)=O)C=C1)F 3-(5-bromo-4-fluoro-3-methyl-2-oxo-2,3-dihydro-1H-benzo[d]imidazol-1-yl)-1-(4-methoxybenzyl)piperidine-2,6-dione